COC1=CC(=C(C=C1)CNC(=O)CBr)OC 2-bromo-N-(2,4-dimethoxybenzyl)acetamide